C(C)(=O)N1CC(C1)C1=NC=2C(=C3C(=NC2)NC=C3)N1C1CCC(CC1)CC#N 2-((1r,4r)-4-(2-(1-acetylazetidin-3-yl)imidazo[4,5-d]pyrrolo[2,3-b]pyridin-1(6H)-yl)cyclohexyl)acetonitrile